[18F]Fluorocyclobutan [18F]C1CCC1